8-(5-Fluoro-3-(trifluoromethyl)pyridin-2-yl)-9-(4-((1-(3-fluoropropyl)azetidin-3-yl)methyl)phenyl)-6,7-dihydro-5H-benzo[7]annulen FC=1C=C(C(=NC1)C=1CCCC2=C(C1C1=CC=C(C=C1)CC1CN(C1)CCCF)C=CC=C2)C(F)(F)F